NCCS(=O)(=O)NC1CCC(CC1)N1C=CC2=CC=CC(=C12)C N-((1r,4r)-4-((2-aminoethyl)sulfonamido)cyclohexyl)-7-methyl-1H-indole